Quinoline Aluminum [Al].N1=CC=CC2=CC=CC=C12